3,6-dinitro-1H-indazole [N+](=O)([O-])C1=NNC2=CC(=CC=C12)[N+](=O)[O-]